3-(3,4-difluoro-2-methoxy-phenyl)-N-[2-(2,2-dimethyl-1,3-dioxolan-4-yl)-4-pyridyl]-4,5,5-trimethyl-tetrahydrofuran-2-carboxamide FC=1C(=C(C=CC1F)C1C(OC(C1C)(C)C)C(=O)NC1=CC(=NC=C1)C1OC(OC1)(C)C)OC